[5-bromo-1-(2-trimethylsilylethoxymethyl)pyrrolo[3,2-b]pyridin-2-yl]ethyl 4-methylbenzenesulfonate CC1=CC=C(C=C1)S(=O)(=O)OCCC1=CC2=NC(=CC=C2N1COCC[Si](C)(C)C)Br